N-(2-ethylhexyl)-2-formyl-3-benzyloxypyridin-4-one C(C)C(CN1C(=C(C(C=C1)=O)OCC1=CC=CC=C1)C=O)CCCC